ClC=1C(=CC2=C(OC(O2)(F)F)C1)N(C(C1=CC(=CC=C1)N1N=C(C(=C1C)Cl)C)=O)C N-(6-chloro-2,2-difluoro-1,3-benzodioxol-5-yl)-3-(4-chloro-3,5-dimethyl-pyrazol-1-yl)-N-methyl-benzamide